(S)-(4-(7-methoxybenzo[d]oxazol-2-yl)-6,7-dihydro-1H-imidazo[4,5-c]pyridin-5(4H)-yl)(1-methyl-3-(trifluoromethyl)-1H-1,2,4-triazol-5-yl)methanone COC1=CC=CC=2N=C(OC21)[C@H]2N(CCC1=C2N=CN1)C(=O)C1=NC(=NN1C)C(F)(F)F